FC(C(=O)O)(F)F.N1C(CCCC1O)O piperidine-2,6-diol trifluoroacetate